COC=1C=CC=2C[C@@H]3[C@@H]4CCC([C@H]5[C@@]4(C2C1O5)CCN3C)=O 4,5alpha-epoxy-3-methoxy-17-methyl-6-morphinanone